C1(CC1)CNC(C=1C=CC(=C(N)C1)F)C1=CC=CC=C1 (-)-5-((cyclopropylmethylamino)-(phenyl)methyl)-2-fluoroaniline